(R)-3-Amino-1-(2-((6-Amino-9H-purin-9-yl)methyl)-4-chloro-3-ethylphenyl)-N-(2-(phenylsulfonyl)ethyl)pyrrolidin-3-carboxamid N[C@]1(CN(CC1)C1=C(C(=C(C=C1)Cl)CC)CN1C2=NC=NC(=C2N=C1)N)C(=O)NCCS(=O)(=O)C1=CC=CC=C1